N(=[N+]=[N-])[C@](C)(CC)C1=CN=C(C2=CN=C(C=C12)Cl)O (R)-4-(2-azidobut-2-yl)-6-chloro-2,7-naphthyridin-1-ol